COC=1C=C2C(=C3C(=NC=4C=CC(=CC4C3(C)C)OC)C2=CC1)C1=CSC=C1 2,8-dimethoxy-10,10-dimethyl-11-(thiophene-3-yl)-10H-indeno[1,2-b]quinoline